O=C1CC(C2=CC(=CC=C2C1)Cl)=NN 3-oxo-9-(7-chloro-1-tetralone) hydrazone